2-(2-chlorophenyl)-N-[4-(3-isobutyl-1H-1,2,4-triazol-1-yl)-3-sulfamoylphenyl]acetamide ClC1=C(C=CC=C1)CC(=O)NC1=CC(=C(C=C1)N1N=C(N=C1)CC(C)C)S(N)(=O)=O